COC(=O)C1=NC=CC(=C1)C1=CC(=NC=C1)C(=O)OC [4,4'-bipyridine]-2,2'-dicarboxylic acid dimethyl ester